2-(1-Cyclohexyl-1H-pyrazol-4-yl)-5-[({1-[2-fluoro-4-(trifluoromethoxy)phenyl]cyclopropyl}carbonyl)amino]benzoic acid C1(CCCCC1)N1N=CC(=C1)C1=C(C(=O)O)C=C(C=C1)NC(=O)C1(CC1)C1=C(C=C(C=C1)OC(F)(F)F)F